ClC1=CC=2N=CN=C(C2C=N1)N1CCN(CC1)C(=O)OC(C)(C)C tert-butyl 4-(7-chloropyrido[4,3-d]pyrimidin-4-yl)piperazine-1-carboxylate